Cl.N[C@H](C(=O)O)CC (S)-2-aminobutyric acid hydrochloride